CC=1C=CC2=C(C=NCO2)C1 6-methyl-1,3-benzoxazine